BrC1=CC(=C(C=C1)NCCO)[N+](=O)[O-] 2-[(4-bromo-2-nitrophenyl)amino]ethanol